tert-butyl 3-[4-(piperidin-4-yl)phenoxymethyl]piperidine-1-carboxylate N1CCC(CC1)C1=CC=C(OCC2CN(CCC2)C(=O)OC(C)(C)C)C=C1